4-(2-chloroethyl)-7-(2-(4-ethynylphenyl)propan-2-yl)-3,4-dihydro-2H-benzo[b][1,4]oxazine ClCCN1C2=C(OCC1)C=C(C=C2)C(C)(C)C2=CC=C(C=C2)C#C